N1(CCC1)C=CC(=O)C1=NC=CC(=C1)Br 3-(azetidin-1-yl)-1-(4-bromopyridin-2-yl)prop-2-en-1-one